C(C1=CC=CC=C1)N1C(C(OCC1)C(CC(C)(C)C)O)=O 4-benzyl-2-(1-hydroxy-3,3-dimethylbutyl)morpholin-3-one